tert-Butyl 6-{[(2S)-2-amino-2-(trans-4-methylcyclohexyl)acetyl]amino}spiro[indoline-3,4'-tetrahydropyran]-1-carboxylate N[C@H](C(=O)NC1=CC=C2C(=C1)N(CC21CCOCC1)C(=O)OC(C)(C)C)[C@@H]1CC[C@H](CC1)C